NCC=1C=C(CN(CC)CC)C=CC1 N-(3-(aminomethyl)benzyl)-N-ethylethylamine